ethyl-Nα-lauroyl-L-arginate HCl Cl.C(C)OC([C@@H](NC(CCCCCCCCCCC)=O)CCCNC(N)=N)=O